methyl 2-(4-(3,5-difluorophenyl)-6-oxo-3-(2,2,2-trifluoro-1-hydroxyethyl)pyridazin-1(6H)-yl)acetate FC=1C=C(C=C(C1)F)C=1C(=NN(C(C1)=O)CC(=O)OC)C(C(F)(F)F)O